2,2-bis(2-furyl)propane O1C(=CC=C1)C(C)(C)C=1OC=CC1